[C@H]12CN(C[C@H](CC1)N2)C2=NC(=NC1=C(C(=C(C=C21)C=C)C2=CC=C(C1=C2N=C(S1)N)F)F)OC[C@]12CCCN2C[C@@H](C1)F 4-(4-((1R,5S)-3,8-diazabicyclo[3.2.1]octan-3-yl)-8-fluoro-2-(((2R,7aS)-2-fluorotetrahydro-1H-pyrrolizin-7a(5H)-yl)methoxy)-6-vinylquinazolin-7-yl)-7-fluorobenzo[d]thiazol-2-amine